CC=1NC(=CCC1S(=O)(=O)N1CC2(C1)CN(C2)C[C@H]2COCC2)C(F)(F)F (S)-2-((2-methyl-6-(trifluoromethyl)-1,4-dihydropyridin-3-yl)sulfonyl)-6-((tetrahydrofuran-3-yl)methyl)-2,6-diazaspiro[3.3]heptane